4,4,5,5-Tetramethyl-2-(4-(1,1,1-trifluoropropan-2-yl)phenyl)-1,3,2-dioxaborolane CC1(OB(OC1(C)C)C1=CC=C(C=C1)C(C(F)(F)F)C)C